2-[2-amino-4-(4-aminopiperidin-1-yl)-5-(3-fluoro-5-methylphenyl)pyridin-3-yl]-N-methoxy-N-methyl-1H-1,3-benzodiazole-5-carboxamide NC1=NC=C(C(=C1C1=NC2=C(N1)C=CC(=C2)C(=O)N(C)OC)N2CCC(CC2)N)C2=CC(=CC(=C2)C)F